(3aS,10aS)-ethyl 8-((3-(difluoromethyl)-4-fluorophenyl)carbamoyl)-7-methyl-3a,4,10,10a-tetrahydro-1H,7H-dipyrrolo[3,4-b:3',4'-f][1,4,5]oxathiazocine-2(3H)-carboxylate 5,5-dioxide FC(C=1C=C(C=CC1F)NC(=O)C=1N(C=C2C1OC[C@@H]1[C@H](NS2(=O)=O)CN(C1)C(=O)OCC)C)F